FC1(CCC(CC1)NCCCCCCC1=NC(=CC=C1S(=O)(=O)N1[C@@H](CCC1)C(=O)OC(C)(C)C)C)F tert-Butyl ((2-(6-((4,4-difluorocyclohexyl)amino)hexyl)-6-methylpyridin-3-yl)sulfonyl)-L-prolinate